ethyl (((((2S,5S)-5-(5-methyl-2,4-dioxo-3,4-dihydropyrimidin-1(2H)-yl)-2,5-dihydrofuran-2-yl)oxy)methyl)(phenoxy)phosphoryl)-L-alaninate CC=1C(NC(N(C1)[C@@H]1C=C[C@@H](O1)OCP(=O)(OC1=CC=CC=C1)N[C@@H](C)C(=O)OCC)=O)=O